BrCCN1N=CC(=C1C(=O)N)[N+](=O)[O-] 1-(2-bromoethyl)-4-nitro-1H-pyrazole-5-carboxamide